8-Fluoro-6-(3-fluoro-4-methoxyphenyl)-2-(1-methylpiperidin-4-yl)quinazolin-4(3H)-one FC=1C=C(C=C2C(NC(=NC12)C1CCN(CC1)C)=O)C1=CC(=C(C=C1)OC)F